2,2'-azinobis(3-ethylbenzothiazoline-6-sulphonic acid) N(N=C1SC2=C(N1CC)C=CC(=C2)S(=O)(=O)O)=C2SC1=C(N2CC)C=CC(=C1)S(=O)(=O)O